C1C(CCC2CCC(CC12)C(=O)O)C(=O)O decahydronaphthalene-2,7-dicarboxylic acid